5-((5-bromo-1-ethyl-1H-pyrazol-4-yl)methyl)-3-methyl-1H-1,2,4-triazol BrC1=C(C=NN1CC)CC1=NC(=NN1)C